[C@H]12CN(C[C@H](CC1)N2)C2=NC(=NC1=C(C(=CC=C21)C2=CC(=CC1=CC=CC=C21)O)F)N2CC(C2)(O)C(F)(F)F 1-(4-((1R,5S)-3,8-diazabicyclo[3.2.1]octan-3-yl)-8-fluoro-7-(3-hydroxynaphthalen-1-yl)quinazolin-2-yl)-3-(trifluoromethyl)azetidin-3-ol